4-(benzo[d]thiazol-2-yl)-6,7-dihydro-1H-imidazo[4,5-c]pyridin S1C(=NC2=C1C=CC=C2)C2=NCCC1=C2N=CN1